tert-butyl 3-(5-bromo-1,3,4-thiadiazol-2-yl)-3,8-diazabicyclo[3.2.1]octane-8-carboxylate BrC1=NN=C(S1)N1CC2CCC(C1)N2C(=O)OC(C)(C)C